4-((4-fluoro-2-methyl-1H-indol-5-yl) oxy)-7-methoxyquinolin-6-yl (S)-3-methylpiperazine-1-carboxylate C[C@H]1CN(CCN1)C(=O)OC=1C=C2C(=CC=NC2=CC1OC)OC=1C(=C2C=C(NC2=CC1)C)F